FC=1C=C(CN)C=CC1C(F)(F)F 3-fluoro-4-(trifluoromethyl)benzylamine